FC1=CC=C(C=C1)C1=C(N=C(C2=CC3=C(C=C12)C=NN3)OC3CC1(C3)CN(CC1)CC(=O)O)C(C)C 2-[2-[[5-(4-fluorophenyl)-6-isopropyl-1H-pyrazolo[4,3-g]isoquinolin-8-yl]oxy]-6-azaspiro[3.4]oct-6-yl]acetic acid